C1(=CC=CC=C1)C(C1=CC=CC=C1)=NC1CC(CC1)(C(=O)OC)C methyl 3-((diphenylmethylene) amino)-1-methylcyclopentane-1-carboxylate